C(OCCCCCCCF)(OCCCCCCCCCC)=O fluoro-heptyl decyl carbonate